2,3,4,5-tetrakis(3-methyl-9H-carbazol-9-yl)-6-(6-phenylpyridin-2-yl)benzonitrile CC=1C=CC=2N(C3=CC=CC=C3C2C1)C1=C(C#N)C(=C(C(=C1N1C2=CC=CC=C2C=2C=C(C=CC12)C)N1C2=CC=CC=C2C=2C=C(C=CC12)C)N1C2=CC=CC=C2C=2C=C(C=CC12)C)C1=NC(=CC=C1)C1=CC=CC=C1